C(C1=CC=CC=C1)N1N=CC(=C1)C(C(C)NC(CCl)=O)O N-[2-(1-Benzylpyrazol-4-yl)-2-hydroxy-1-methyl-ethyl]-2-chloro-acetamide